C(C)OC(=O)C=1N(C=C(C1F)S(NC1(CN(C1)C(=O)OC(C)(C)C)CO)(=O)=O)C 4-(N-(1-(tert-Butoxycarbonyl)-3-(hydroxymethyl)azetidin-3-yl)sulfamoyl)-3-fluoro-1-methyl-1H-pyrrole-2-carboxylic acid ethyl ester